BrC1=C(C=C(C(=C1C=O)C)N1CCN(CC1)C)[2H] 6-bromo-2-methyl-3-(4-methylpiperazin-1-yl)benzaldehyde-5-d